Cl.NCC=1C(N(C=C(C1)C1=CC=C(C=C1)C(F)(F)F)C(C)C)=O 3-(aminomethyl)-1-isopropyl-5-[4-(trifluoromethyl)phenyl]pyridin-2-one hydrochloride